BrC=1C(N(C(=CC1OCC1=C(C=C(C=C1)F)F)C)CC=1C=C(CNC(COC)=O)C=CC1)=O N-(3-{[3-bromo-4-[(2,4-difluorobenzyl)oxy]-6-methyl-2-oxopyridin-1(2H)-yl]methyl}benzyl)-2-methoxyacetamide